C(C)(C)(C)OC(=O)N[C@H]1CSC2=C(N(C1=O)CC1=CC=C(C=C1)Cl)C=C(C(=C2C)F)C(=O)OC methyl (3R)-3-(tert-butoxycarbonylamino)-5-[(4-chlorophenyl)methyl]-8-fluoro-9-methyl-4-oxo-2,3-dihydro-1,5-benzothiazepine-7-carboxylate